CC1=NN2C(N=C(C=C2)C2=NC(=NC=C2)N[C@@H]2C[C@H](CC2)NC(=O)OC(C)(C)C)=C1 tert-butyl (1S,3S)-[3-[4-[2-methylpyrazolo[1,5-a]pyrimidin-5-yl]pyrimidin-2-yl]aminocyclopentan-1-yl]aminocarboxylate